C(C)(C)(C)OC(=O)NCCCC=1C=CC(=C(C(=O)O)C1)OC 5-(3-((tert-butoxycarbonyl)amino)propyl)-2-methoxybenzoic acid